N1=CC=C(C=C1)C=1SC(=CN1)C=O 2-(4-pyridyl)thiazole-5-carbaldehyde